1-(2-(4-methoxybenzyl)-1,3-dicarbonyl-2,3-Dihydro-1H-benzo[de]isoquinolin-6-yl)-2-(trifluoromethyl)-1H-pyrrole-3-carboxylic acid ethyl ester C(C)OC(=O)C1=C(N(C=C1)C=1C=CC=2C(N(C(C3=CC=CC1C23)=C=O)CC2=CC=C(C=C2)OC)=C=O)C(F)(F)F